N-(5-(3-(9H-purin-6-yl)pyridin-2-ylamino)-2-fluorophenyl)-3-fluorobenzamid N1=CN=C2NC=NC2=C1C=1C(=NC=CC1)NC=1C=CC(=C(C1)NC(C1=CC(=CC=C1)F)=O)F